{1-(2,6-Dimethoxy-4-(6-methyl-5-oxo-5,6-dihydro-pyrido[4,3-d]pyrimidin-8-yl)-benzyl)-azetidin-3-yl}-carbamic acid tert.-butyl ester C(C)(C)(C)OC(NC1CN(C1)CC1=C(C=C(C=C1OC)C1=CN(C(C2=C1N=CN=C2)=O)C)OC)=O